ClC1=NC=C(C=C1)CN(C1=NC(=CC=C1[N+](=O)[O-])OC)CCO N-(2-chloropyridine-5-yl)methyl-N-(2-hydroxyethyl)-6-methoxyl-3-nitropyridine-2-amine